ethyl 2-(3,4,5-trichloro-2-nitrophenyl)prop-2-enoate ClC=1C(=C(C=C(C1Cl)Cl)C(C(=O)OCC)=C)[N+](=O)[O-]